C(C)(C)(C)OC(=O)NC1=NC=CC(=N1)C=1C2=C(C(=NC1)NCC=1C=C(C(=O)O)C=CC1)CCO2 3-(((7-(2-((tert-Butoxycarbonyl)amino)pyrimidin-4-yl)-2,3-dihydrofuro[3,2-c]pyridin-4-yl)amino)methyl)benzoic acid